N-(2-(2,6-difluorobenzyl)-4,6-dimethylphenyl)-2-morpholinoacetamide FC1=C(CC2=C(C(=CC(=C2)C)C)NC(CN2CCOCC2)=O)C(=CC=C1)F